C(CCCCCC)C(C(=O)OCC(COC(C(CCCCCCC)CCCCCCC)=O)N1CCC2(CC1)CCN(CC2)CCCCO)CCCCCCC 2-(9-(4-hydroxybutyl)-3,9-diazaspiro[5.5]undecan-3-yl)propane-1,3-diyl bis(2-heptylnonanoate)